FC1=C(C(=CC(=C1)C(=O)C1=CC=C2C(=CC=CN12)C=1C(=C2C=NN(C2=CC1C(F)(F)F)C)OC)F)NC(\C=C\CNC1CCC(CC1)OC)=O (E)-N-(2,6-difluoro-4-(8-(4-methoxy-1-methyl-6-(trifluoromethyl)-1H-indazol-5-yl)indolizine-3-carbonyl)phenyl)-4-(((1r,4r)-4-methoxycyclohexyl)amino)but-2-enamide